C(C)(C)(C)C=1C=C(C=CC1)[C@H](C)NC(=O)C1=CC=C2C=C(N(C2=C1)C(C)C)C (S)-N-(1-(3-(tert-butyl)phenyl)ethyl)-1-isopropyl-2-methyl-1H-indole-6-carboxamide